1-Butyl-5-(diaminomethylene)-3-((trans)-4-(2-hydroxypropan-2-yl)cyclohexyl)pyrimidine-2,4,6(1H,3H,5H)-trione C(CCC)N1C(N(C(C(C1=O)=C(N)N)=O)[C@@H]1CC[C@H](CC1)C(C)(C)O)=O